OC[C@@H]1N([C@H](CNC1)C)C(=O)OC(C)(C)C Tert-butyl (2R,6S)-2-(hydroxymethyl)-6-methylpiperazine-1-carboxylate